(2-chloroethyl)-(3-methoxy-4-nitrophenyl)-amine ClCCNC1=CC(=C(C=C1)[N+](=O)[O-])OC